ClC=1C(=C(C(=CC1)C(F)F)C1=CN=CC(=N1)C(=O)NC=1C=NN(C1)[C@H](C)C=1C(=NC(=C(C1)F)N1C([C@@H]2C[C@@H]2C1)=O)C)F 6-(3-Chloro-6-(difluoromethyl)-2-fluorophenyl)-N-(1-((R)-1-(5-fluoro-2-methyl-6-((1R,5S)-2-oxo-3-azabicyclo[3.1.0]hexan-3-yl)pyridin-3-yl)ethyl)-pyrazol-4-yl)pyrazine-2-carboxamide